tert-butyl-((3S,5R)-1-(2,7-dichloro-8-fluoropyrido[4,3-d]pyrimidin-4-yl)-5-hydroxypiperidin-3-yl) carbamate C(N)(O[C@@H]1C(N(C[C@@H](C1)O)C=1C2=C(N=C(N1)Cl)C(=C(N=C2)Cl)F)C(C)(C)C)=O